4-(6-methyltetrazinyl)phenylalanine CC1=C(N=NN=N1)C1=CC=C(C[C@H](N)C(=O)O)C=C1